1-(2-fluoro-5-methoxyphenyl)-1H-imidazo[4,5-c]pyridin-2(3H)-one FC1=C(C=C(C=C1)OC)N1C(NC=2C=NC=CC21)=O